C(C1=CC=CC=C1)OCCOCCOCCOCCOCC(COCCCCCCCC(=O)OC(CCCCCCCC)CCCCCCCC)OCCCCCCCC(=O)OC(CCCCCCCC)CCCCCCCC 1-octylnonyl 8-[3-[2-[2-[2-(2-benzyloxyethoxy)ethoxy]ethoxy]ethoxy]-2-[8-(1-octylnonoxy)-8-oxooctoxy]propoxy]octanoate